3-(4'-chloro-[1,1'-biphenyl]-4-yl)-1-(cyclopentylmethyl)piperidine ClC1=CC=C(C=C1)C1=CC=C(C=C1)C1CN(CCC1)CC1CCCC1